tert-butyl 3-methyl-4-oxo-3-(trifluoromethyl)pyrrolidine-1-carboxylate CC1(CN(CC1=O)C(=O)OC(C)(C)C)C(F)(F)F